fluoronaphthoquinolinone FC1C=NC=2C3=C(C=CC2C1=O)C1=CC=CC=C1C=C3